(S)-N-(4-(4-amino-1-methyl-7-(1-(2-(4-methylpiperazin-1-yl)ethyl)-1H-pyrazol-4-yl)-1H-pyrazolo[4,3-c]pyridin-3-yl)-2-(1-(4-fluorophenyl)ethoxy)phenyl)-1,1-difluoromethanesulfonamide NC1=NC=C(C2=C1C(=NN2C)C2=CC(=C(C=C2)NS(=O)(=O)C(F)F)O[C@@H](C)C2=CC=C(C=C2)F)C=2C=NN(C2)CCN2CCN(CC2)C